NC1=C2N=CN(C2=NC(=N1)F)[C@H]1C[C@@H]([C@@](O1)(C#C)CO[P@](=O)(OC1=CC=CC=C1)N[C@@H](C)C(=O)OC(C)C)OC(=O)OC(CC)CC Isopropyl ((S)-(((2R,3S,5R)-5-(6-amino-2-fluoro-9H-purin-9-yl)-2-ethynyl-3-(((pentan-3-yloxy)carbonyl)oxy)tetrahydrofuran-2-yl)methoxy)(phenoxy)phosphoryl)-L-alaninate